1-fluoro-N-((6S,7S)-5-((R)-oxetane-2-carbonyl)-6-((2,2',3',5-tetrafluoro-[1,1'-biphenyl]-3-yl)methyl)-5-azaspiro[2.4]heptan-7-yl)methanesulfonamide FCS(=O)(=O)N[C@@H]1[C@@H](N(CC12CC2)C(=O)[C@@H]2OCC2)CC=2C(=C(C=C(C2)F)C2=C(C(=CC=C2)F)F)F